tert-butyl (6-chloro-5-methoxy-4-methylpyridin-3-yl)carbamate ClC1=C(C(=C(C=N1)NC(OC(C)(C)C)=O)C)OC